N1(N=NC2=C1C=CC=C2)C(=O)C=2C(=NC(=NC2)SC)NC2=CC=CC=C2 (1H-benzo[d][1,2,3]triazol-1-yl)(2-(methylthio)-4-(phenylamino)pyrimidin-5-yl)methanone